5-(3-(3-cyclohexylprop-1-ynyl)phenoxy)-1H-1,2,3-triazole-4-carboxylic acid C1(CCCCC1)CC#CC=1C=C(OC2=C(N=NN2)C(=O)O)C=CC1